N-(3-chloro-4-(dimethylcarbamoyl)phenyl)-1-methyl-5-(1-(prop-2-yn-1-yl)-3-(trifluoromethyl)-1H-pyrazol-4-yl)-1H-imidazole-2-carboxamide ClC=1C=C(C=CC1C(N(C)C)=O)NC(=O)C=1N(C(=CN1)C=1C(=NN(C1)CC#C)C(F)(F)F)C